B([O-])(O)O.C(C(=O)O)(=O)O.C(C(=O)O)(=O)O.[K+] potassium bisoxalate borate